triazin-4(3H)-one N1=NNC(C=C1)=O